3-(6-methoxypyridin-3-yl)-3-(3-(4-(5,6,7,8-tetrahydro-1,8-naphthyridin-2-yl)but-3-en-1-yl)cyclobutyl)propionic acid tert-butyl ester C(C)(C)(C)OC(CC(C1CC(C1)CCC=CC1=NC=2NCCCC2C=C1)C=1C=NC(=CC1)OC)=O